C(C)(=O)O.NCCC 3-aminopropane monoacetate